Methyl 4-((1-(tert-butoxycarbonyl) piperidin-4-yl) ethynyl)-6-methylpicolinate C(C)(C)(C)OC(=O)N1CCC(CC1)C#CC1=CC(=NC(=C1)C)C(=O)OC